amino-arabinose NC(=O)[C@@H](O)[C@H](O)[C@H](O)CO